ClC=1C=2C(C=NC1)=CN(N2)CC2=CC=C(C=C2)OC 7-chloro-2-(4-methoxybenzyl)-2H-pyrazolo[4,3-c]pyridine